2-(2-(4-(5-azidopentyl)piperazin-1-yl)quinazolin-4-yl)acetamide N(=[N+]=[N-])CCCCCN1CCN(CC1)C1=NC2=CC=CC=C2C(=N1)CC(=O)N